(S)-8-((5-bromopentyl)oxy)-2-(4-(1-cyclopropylpiperidin-4-yl)phenyl)-7-methoxy-5-oxo-11,11a-dihydro-1H-benzo[e]pyrrolo[1,2-a][1,4]diazepine-10(5H)-carboxylic acid propenyl ester C(=CC)OC(=O)N1C[C@H]2N(C(C3=C1C=C(C(=C3)OC)OCCCCCBr)=O)C=C(C2)C2=CC=C(C=C2)C2CCN(CC2)C2CC2